N1=CC=C(C=C1)CN1CCN(CC1)C1=NC(=NC(=C1)N1CCOCC1)N1C(=NC2=C1C=CC=C2OC)C(F)F Pyridin-4-ylmethyl-4-{2-[2-(difluoromethyl)-4-methoxy-1H-benzo[d]imidazol-1-yl]-6-morpholinopyrimidin-4-yl}piperazine